6-(benzo[d][1,3]dioxolane-5-yl)-N-(5,6-difluoro-1H-indol-3-yl)-3,4-Dihydroisoquinoline-2(1H)-carboxamide O1COC2=C1C=CC(=C2)C=2C=C1CCN(CC1=CC2)C(=O)NC2=CNC1=CC(=C(C=C21)F)F